(R)-2-(3-chlorophenyl)-2,2-difluoro-1-phenylethyl ((S)-1-(((S)-4-amino-3,4-dioxo-1-((S)-2-oxopyrrolidin-3-yl)butan-2-yl)amino)-4-methyl-1-oxopentan-2-yl)carbamate NC(C([C@H](C[C@H]1C(NCC1)=O)NC([C@H](CC(C)C)NC(O[C@@H](C(F)(F)C1=CC(=CC=C1)Cl)C1=CC=CC=C1)=O)=O)=O)=O